2-((4-(pivaloyloxy)phenyl)sulphonamido)ethane-1-sulphonic acid C(C(C)(C)C)(=O)OC1=CC=C(C=C1)S(=O)(=O)NCCS(=O)(=O)O